C(C1=CC=CC=C1)[SH-]C(N(SSN(C([SH-]CC1=CC=CC=C1)=S)CC1=CC=CC=C1)CC1=CC=CC=C1)=S dithio-bis(dibenzyldithiocarbamate)